(6aR,9S)-N,N-diethyl-7-methyl-4,6,6a,7,8,9-hexahydroindolo[4,3-fg]quinoline-9-carboxamide C(C)N(C(=O)[C@@H]1CN([C@@H]2CC=3C4=C(C2=C1)C=CC=C4NC3)C)CC